2,2',2''-(10-(1-carboxy-4,15,20-trioxo-20-(2,3,5,6-tetrafluorophenoxy)-8,11-dioxa-5,14-diazaicosyl)-1,4,7,10-tetraazacyclododecane-1,4,7-triyl)triacetic acid C(=O)(O)C(CCC(NCCOCCOCCNC(CCCCC(OC1=C(C(=CC(=C1F)F)F)F)=O)=O)=O)N1CCN(CCN(CCN(CC1)CC(=O)O)CC(=O)O)CC(=O)O